2-[(di-tert-butoxycarbonylamino)methyl]Oxazole C(C)(C)(C)OC(=O)N(C(=O)OC(C)(C)C)CC=1OC=CN1